FC1=C(C=CC(=C1)F)C=1C2=C(N=C(N1)N1C[C@@H](O[C@@H](C1)C)C=1C=NN(C1)COC)N=C(C(=C2)C)C (2S,6R)-4-[4-(2,4-difluorophenyl)-6,7-dimethyl-pyrido[2,3-d]pyrimidin-2-yl]-2-[1-(methoxymethyl)pyrazol-4-yl]-6-methyl-morpholine